tert-butyl 6-(3-bromo-5-cyclopropyl-1H-pyrazol-1-yl)-2-azaspiro[3.3]heptane-2-carboxylate BrC1=NN(C(=C1)C1CC1)C1CC2(CN(C2)C(=O)OC(C)(C)C)C1